BrC1=CC=C(C(=O)C2=C(C(=C3C=CC=CN23)N2C(C=CC=C2)=O)C2=CC=C(C=C2)Br)C=C1 (3-(4-bromobenzoyl)-2-(4-bromophenyl)indolizin-1-yl)pyridin-2(1H)-one